1-(4-bromo-2-iodophenyl)-4-cyclopropyl-1H-imidazole BrC1=CC(=C(C=C1)N1C=NC(=C1)C1CC1)I